((1-ethoxycyclopropyl)oxy)(trimethyl)silane C(C)OC1(CC1)O[Si](C)(C)C